4-methoxy-N-[2,3,5-trifluoro-4-({6-methoxy-7-[2-(methylamino)ethoxy]quinolin-4-yl}oxy)phenyl]pyridine-3-carboxamide COC1=C(C=NC=C1)C(=O)NC1=C(C(=C(C(=C1)F)OC1=CC=NC2=CC(=C(C=C12)OC)OCCNC)F)F